COC1=C(C=CC=C1)C(F)(F)F Methoxybenzotrifluoride